C(C)(C)(C)OC(=O)N1[C@@H](CN([C@H](C1)C)C=1C2=C(N(C(N1)=O)C)C=CC(=N2)C#N)CC (2r,5s)-4-(6-cyano-1-methyl-2-oxo-1,2-dihydropyrido[3,2-d]pyrimidin-4-yl)-2-ethyl-5-methylpiperazine-1-carboxylic acid tert-butyl ester